Tert-butyl-((S)-1-(7-chloro-8-fluoro-2-(((2r,7as)-2-fluoro-hexahydro-1H-pyrrolizin-7a-yl) methoxy) pyrido[4,3-d]pyrimidin-4-yl) piperidin-3-yl) carbamate C(N)(OC1[C@@H](N(CCC1)C=1C2=C(N=C(N1)OC[C@]13CCCN3C[C@@H](C1)F)C(=C(N=C2)Cl)F)C(C)(C)C)=O